COC1=CC=C(C=C1)C1=NOC(=N1)N1CCC(CC1)C(=O)NCC1CN(CC1)CC1OCC1 1-(3-(4-Methoxyphenyl)-1,2,4-oxadiazol-5-yl)-N-((1-(Oxetan-2-ylmethyl)pyrrolidin-3-yl)methyl)piperidin-4-carboxamid